N-ethyl-2-[3-[3-(3-methoxyphenyl)-1,2,4-oxadiazol-5-yl]-6-oxopyridazin-1-yl]acetamide C(C)NC(CN1N=C(C=CC1=O)C1=NC(=NO1)C1=CC(=CC=C1)OC)=O